2-chloro-5-(isobutyrylaminomethyl)-N-(1-methyl-2-(4-(pyrimidin-2-yl)piperazine-1-carbonyl)-1H-indol-5-yl)benzamide ClC1=C(C(=O)NC=2C=C3C=C(N(C3=CC2)C)C(=O)N2CCN(CC2)C2=NC=CC=N2)C=C(C=C1)CNC(C(C)C)=O